(4-amino-1,3-dihydrofuro[3,4-c][1,7]naphthyridin-8-yl)(2-(4-(trifluoromethyl)phenyl)piperidin-1-yl)methanone NC1=NC=2C=NC(=CC2C2=C1COC2)C(=O)N2C(CCCC2)C2=CC=C(C=C2)C(F)(F)F